C([C@@H](C(=O)O)N)[77Se][Se]C[C@@H](C(=O)O)N [77Se]selenocystine